ammonium chlorobicarbonate salt C(O)(=O)Cl.[NH4+]